O[C@H](COC=1C=C(C=CC1)S(=O)(=O)NC)CN[C@@H]1COC2(C1)CCN(CC2)S(=O)(=O)C2=CC1=C(OCCN1C)C=C2 3-((S)-2-hydroxy-3-((S)-8-(4-methyl-3,4-dihydro-2H-benzo[b][1,4]oxazin-6-ylsulfonyl)-1-oxa-8-azaspiro[4.5]dec-3-ylamino)propoxy)-N-methylbenzenesulfonamide